6-(5-cyano-1-methyl-1H-pyrrol-3-yl)-4-{[(3S,5S)-5-fluoropiperidin-3-yl]amino}pyrido[3,2-d]pyrimidine-8-carboxamide C(#N)C1=CC(=CN1C)C=1C=C(C=2N=CN=C(C2N1)N[C@@H]1CNC[C@H](C1)F)C(=O)N